N-(2-Aminophenyl)-5-(benzyloxy)-1-(phenylsulfonyl)-1H-indole-2-carboxamide NC1=C(C=CC=C1)NC(=O)C=1N(C2=CC=C(C=C2C1)OCC1=CC=CC=C1)S(=O)(=O)C1=CC=CC=C1